Methyl 4-((2-hydroxyethyl)thio)-2-(6-azaspiro[2.5]octan-6-yl)benzoate OCCSC1=CC(=C(C(=O)OC)C=C1)N1CCC2(CC2)CC1